N(=NC(C(=N)N)(C)C)C(C(=N)N)(C)C 2,2'-azobisisobutyramidine